C(CC)C1CC=C(CC1)CCC=O 3-(4-propylcyclohex-1-en-1-yl)propanal